(3-chloro-2,4-difluorophenyl)(3-(trifluoromethyl)cyclopentyl)methanone ClC=1C(=C(C=CC1F)C(=O)C1CC(CC1)C(F)(F)F)F